OC[C@H]1[C@@H](C1)NC(OC(C)(C)C)=O tert-butyl ((1R,2R)-2-(hydroxymethyl)cyclopropyl)carbamate